tert-Butyl 3-(N-(2-(5-(2-methoxypyridin-4-yl)-2,3-dihydro-1H-inden-4-yl)acetyl)sulfamimidoyl)azetidine-1-carboxylate COC1=NC=CC(=C1)C=1C(=C2CCCC2=CC1)CC(=O)NS(=O)(=N)C1CN(C1)C(=O)OC(C)(C)C